O1C=CC2=C1C(=CC=C2)N2C(SCC2=O)=N 3-(benzofuran-7-yl)-2-iminothiazolidin-4-one